di(stearoyloxyethyl)dimethyl-ammonium chloride [Cl-].C(CCCCCCCCCCCCCCCCC)(=O)OCC[N+](C)(C)CCOC(CCCCCCCCCCCCCCCCC)=O